Benzyl (S)-2-(1-(2-chloropyrimidin-4-yl)piperidin-3-yl)acetate ClC1=NC=CC(=N1)N1C[C@@H](CCC1)CC(=O)OCC1=CC=CC=C1